C1(CC1)C1=NN(C=C1)CCN 2-(3-cyclopropyl-1H-pyrazol-1-yl)ethan-1-amine